C(#N)C=1C=NN2C1C(=CC(=C2)C=2C=NN(C2)[C@@H]2CN(CCC2)C(=O)OC)SC2=C(C=CC=C2)C#N methyl (S)-3-(4-(3-cyano-4-((2-cyanophenyl)thio)pyrazolo[1,5-a]pyridin-6-yl)-1H-pyrazol-1-yl)piperidine-1-carboxylate